diethyl (4-((4-chloro-7,8-difluoro-2-methyl-5H-pyrimido[5,4-b]indol-5-yl)methyl)benzyl)phosphonate ClC1=NC(=NC2=C1N(C=1C=C(C(=CC21)F)F)CC2=CC=C(CP(OCC)(OCC)=O)C=C2)C